5,7,2',3'-tetrahydroxy-6-methoxyisoflavone OC1=C2C(C(=COC2=CC(=C1OC)O)C1=C(C(=CC=C1)O)O)=O